5-(3,3-difluoropiperidin-1-yl)-N-methyl-N-(1,3-thiazol-2-yl)pentanamid FC1(CN(CCC1)CCCCC(=O)N(C=1SC=CN1)C)F